C(C)(=O)OCCC (R)-1-acetoxypropan